ClC=1N=C(C2=C(N1)CCSC2)O 2-chloro-7,8-dihydro-5H-thiopyrano[4,3-d]pyrimidin-4-ol